4-(2-(4-(1-(4-nitrophenyl)-1H-1,2,3-triazol-4-yl)phenoxy)ethyl)morpholine [N+](=O)([O-])C1=CC=C(C=C1)N1N=NC(=C1)C1=CC=C(OCCN2CCOCC2)C=C1